ClC1=CC=C2C(=CC(=NC2=C1Cl)N1[C@H]2[C@@H](CC1)OC(C2)=O)N2C=NC=C2 (3aR,6aR)-4-(7,8-dichloro-4-(1H-imidazol-1-yl)quinolin-2-yl)hexahydro-2H-furo[3,2-b]Pyrrole-2-one